Methyl 1-(5-((2-(2-(2-((2S,3S)-1-methyl-5-oxo-2-(pyridin-3-yl)pyrrolidine-3-carboxamido) ethoxy)ethoxy)ethyl)amino)pyrazin-2-yl)piperidine-4-carboxylate CN1[C@@H]([C@H](CC1=O)C(=O)NCCOCCOCCNC=1N=CC(=NC1)N1CCC(CC1)C(=O)OC)C=1C=NC=CC1